2-ethoxy-3-[[4-[2-(5-oxo-4H-1,2,4-oxadiazol-3-yl)phenyl]phenyl]methyl]benzimidazole-4-carboxylic acid C(C)OC=1N(C2=C(N1)C=CC=C2C(=O)O)CC2=CC=C(C=C2)C2=C(C=CC=C2)C2=NOC(N2)=O